CN1C(=C(C2=CC(=CC=C12)CN)C)C1=C(C=CC=C1)C (1,3-dimethyl-2-(o-tolyl)-1H-indol-5-yl)methylamine